2-[2-(2-Hydroxyethoxy)ethoxylethoxy]ethoxylethyl 4-methylbenzenesulfonate CC1=CC=C(C=C1)S(=O)(=O)OCCOCCOCCOCCOCCO